NC1=NC(=NC=C1)C=1C(=NN(C1OCC[C@H](C)NC1=C(C=NC(=C1)Cl)C1=NC=C(C=C1F)CN1C[C@H](CCC1)O)C)C (S)-1-((4'-(((S)-4-((4-(4-aminopyrimidin-2-yl)-1,3-dimethyl-1H-pyrazol-5-yl)oxy)butan-2-yl)amino)-6'-chloro-3-fluoro-[2,3'-bipyridin]-5-yl)methyl)piperidin-3-ol